(S)-ethyl 3-(5-bromo-2-(2-(1-methoxyethyl) pyridin-3-yl)-1H-indol-3-yl)-2,2-dimethylpropionate BrC=1C=C2C(=C(NC2=CC1)C=1C(=NC=CC1)[C@H](C)OC)CC(C(=O)OCC)(C)C